5-cyclopropyl-1,3,4-oxadiazol-2-amine C1(CC1)C1=NN=C(O1)N